2-(1-cyanopyrrolidin-3-ylidene)-N-methyl-N-((2-phenylthiazol-4-yl)methyl)acetamide C(#N)N1CC(CC1)=CC(=O)N(CC=1N=C(SC1)C1=CC=CC=C1)C